OC1(CC(C1)NC=1N=NC(=C2C1C=NC=C2)C2=C(C=C(C=C2)C(F)(F)F)O)C 2-(4-(((1s,3s)-3-hydroxy-3-methylcyclobutyl)amino)pyrido[3,4-d]pyridazin-1-yl)-5-(trifluoromethyl)phenol